5-(4-chlorobenzyl)-4-oxo-1,3,4,5-tetrahydro-2H-pyrrolo[3,4-c]quinoline-2-carboxylic acid tert-butyl ester C(C)(C)(C)OC(=O)N1CC=2C(N(C=3C=CC=CC3C2C1)CC1=CC=C(C=C1)Cl)=O